C=1(C(=CC=CC1)C(=O)O[C@H]1C[C@H](N(C1)C(=O)OC(C)(C)C)C(=O)OC(C)(C)C)C1=CC=CC=C1 di-tert-butyl (2S,4S)-4-(([1,1'-biphenyl]-2-carbonyl)oxy)pyrrolidine-1,2-dicarboxylate